COC1C(CNCC1)CO rac-(4-methoxypiperidin-3-yl)methanol